2-Ethyl-hexanoic acid chromium salt [Cr+3].C(C)C(C(=O)[O-])CCCC.C(C)C(C(=O)[O-])CCCC.C(C)C(C(=O)[O-])CCCC